N-[(R)-2-[4-[3-(3,4-dimethoxyphenyl)-1,2,4-oxadiazol-5-yl]-1-piperidinyl]-1-methyl-2-oxo-ethyl]benzamide COC=1C=C(C=CC1OC)C1=NOC(=N1)C1CCN(CC1)C([C@@H](C)NC(C1=CC=CC=C1)=O)=O